FC(OC1CCC(CC1)NC(=O)NCC1=CC(=NC=C1)OC(F)F)F 1-[(1r,4r)-4-(difluoromethoxy)cyclohexyl]-3-[[2-(difluoromethoxy)pyridin-4-yl]methyl]urea